COCC1(CCC(CC1)C=1C(=NN2C1CN(CC2)C(C(C(F)(F)F)C)=O)CN(CCNC)C)COC 1-(3-(4,4-bis(methoxy-methyl)cyclohexyl)-2-((methyl(2-(methylamino)-ethyl)amino)methyl)-6,7-dihydropyrazolo[1,5-a]-pyrazin-5(4H)-yl)-3,3,3-trifluoro-2-methylpropan-1-one